P(=O)(OCCCCCCCCCCCCCCCCCC)([O-])[O-] octadecanyl phosphate